C(C)C1=CC2=CC=C(C=C2C=C1)CC 2,6-diethyl-naphthalene